C(C)N1C=NC2=C1N=NC=C2C=2C=C(C(=CC2)F)C2=C(C=C(C=C2)[C@H](C)S(=O)(=O)C)OC |o1:24| rel-(S)-7-ethyl-4-(6-fluoro-2'-methoxy-4'-(1-(methylsulfonyl)ethyl)-[1,1'-bi-Benzene]-3-yl)-7H-imidazo[4,5-c]Pyridazine